1-(2-(5-(2-chloro-3,6-difluorophenyl)isoindolin-2-yl)-2-oxoethyl)-1H-1,2,4-triazole-3-carbonitrile ClC1=C(C(=CC=C1F)F)C=1C=C2CN(CC2=CC1)C(CN1N=C(N=C1)C#N)=O